S1C=NC2=C1C=CO2 furanothiazole